1-(4-Chlorophenyl)-4-[(5-iodofuran-2-yl)methyl]piperazine ClC1=CC=C(C=C1)N1CCN(CC1)CC=1OC(=CC1)I